C(C)(C)[N-]C(C)C.[Li+] Lithium diisopropylamid